1-(5-fluoro-2-methyl-4-(4-(trifluoromethyl)piperidin-1-yl)phenyl)cyclohexane-1,4-diamine FC=1C(=CC(=C(C1)C1(CCC(CC1)N)N)C)N1CCC(CC1)C(F)(F)F